anti-adipic acid C(CCCCC(=O)O)(=O)O